FC(OC1=C(CN2C(=NC3=C2C=C(C(=C3)F)F)N3C[C@H]([C@@H](CC3)F)N)C=CC=C1)F (3r,4r)-1-(1-(2-(difluoromethoxy)benzyl)-5,6-difluoro-1H-benzoimidazol-2-yl)-4-fluoro-3-piperidinamine